(2R,3R,11bR)-3-(2,2-dimethylpropyl)-10-methoxy-9-[(2S)-2-methoxypropoxy]-1H,2H,3H,4H,6H,7H,11bH-pyrido[2,1-a]isoquinolin-2-ol CC(C[C@H]1[C@@H](C[C@H]2N(CCC3=CC(=C(C=C23)OC)OC[C@H](C)OC)C1)O)(C)C